(S or R)-N-((R)-((S)-7-(1-methyl-1H-pyrazol-4-yl)-2,3-dihydro-1H-pyrido[2,3-b][1,4]oxazin-3-yl)(phenyl)methyl)-2-(6-methylpyridin-3-yl)propan-1-amine CN1N=CC(=C1)C1=CC2=C(O[C@@H](CN2)[C@H](NC[C@@H](C)C=2C=NC(=CC2)C)C2=CC=CC=C2)N=C1 |o1:17|